(Z)-2-fluoro-3-(N'-hydroxycarbamimidoyl)-6-methoxybenzoic acid methyl ester COC(C1=C(C(=CC=C1OC)/C(/N)=N/O)F)=O